11-Methoxy-7-thia-2,5,9-triazatricyclo[6.4.0.02,6]dodeca-1(12),3,5,8,10-pentaene-4-carboxylic acid COC1=CN=C2SC3=NC(=CN3C2=C1)C(=O)O